CN(CC(CO)O)CCCCCC(O[Si](OCCCCCCCC\C=C/C\C=C/CCCCC)(C)C)OCCCCCCCC\C=C/C\C=C/CCCCC (22Z,25Z)-4,12,12-trimethyl-10-(((9Z,12Z)-octadeca-9,12-dien-1-yl)oxy)-11,13-dioxa-4-aza-12-silahentriaconta-22,25-diene-1,2-diol